C1=CC=CCC1 cyclohex-1,3-diene